P([O-])([O-])([O-])=S racemic-phosphorothioate